6-(5-isopropoxy-1H-indazol-3-yl)-2-methyl-4-pyrrolidin-1-yl-pyridazin-3-one C(C)(C)OC=1C=C2C(=NNC2=CC1)C=1C=C(C(N(N1)C)=O)N1CCCC1